N-(6-((2-Chloro-6-methylphenyl)amino)-1H-indazol-3-yl)-4-(1-methylpiperidin-4-yl)benzamid ClC1=C(C(=CC=C1)C)NC1=CC=C2C(=NNC2=C1)NC(C1=CC=C(C=C1)C1CCN(CC1)C)=O